CC1=CC=CC=2N(C(N(C21)C2=CC=C(C=C2)C2=C1C(=CN=C2)N(N=C1)C1OCCCC1)=O)CC(=O)NCC(F)(F)F 2-(4-methyl-2-oxo-3-(4-(1-(tetrahydro-2H-pyran-2-yl)-1H-pyrazolo[3,4-c]pyridin-4-yl)phenyl)-2,3-dihydro-1H-benzo[d]imidazol-1-yl)-N-(2,2,2-trifluoroethyl)acetamide